methyl 5-methyl-1-((2-(trimethylsilyl) ethoxy) methyl)-1H-indazole-4-carboxylate CC1=C(C=2C=NN(C2C=C1)COCC[Si](C)(C)C)C(=O)OC